(S)-2-methyl-3-(5-methyl-1H-indazol-4-yl)-6-((1-methylpyrrolidin-2-yl)methoxy)-8-(piperazin-1-yl)pyrimido[5,4-d]Pyrimidin-4(3H)-one CC=1N(C(C2=C(N1)C(=NC(=N2)OC[C@H]2N(CCC2)C)N2CCNCC2)=O)C2=C1C=NNC1=CC=C2C